FC=1C=C(C=C(C1)F)[C@@H]1CCC2=NN(C(N21)=O)C21CC(C2)(C1)C(=O)NCC1=CSC=C1 3-[(5S)-5-(3,5-difluorophenyl)-3-oxo-6,7-dihydro-3H-pyrrolo[2,1-c][1,2,4]triazol-2(5H)-yl]-N-[(thiophen-3-yl)methyl]bicyclo[1.1.1]pentane-1-carboxamide